NC1=NC=NC=2C=3C(CC(C12)(C)C)=C(C(=CC3)O[C@@H]3CC[C@H](CC3)N)C(=O)N(C)CC#N 4-amino-8-(trans-4-aminocyclohexoxy)-N-(cyanomethyl)-N,5,5-trimethyl-6H-benzo[h]quinazoline-7-carboxamide